BrC1=NN(C(=C1C(C)C)C1=CC(=NC(=C1)C)C)COCC[Si](C)(C)C 4-(3-bromo-4-isopropyl-1-((2-(trimethylsilyl)ethoxy)methyl)-1H-pyrazol-5-yl)-2,6-dimethylpyridine